C(C)(C)(C)NS(=O)(=O)C1=NC(=CC=C1N[C@H](C)C=1C=C(C=C2C(C(=C(OC12)C1=CN(C(C=C1)=O)C)C)=O)C)Cl N-tert-Butyl-6-chloro-3-[[(1R)-1-[3,6-dimethyl-2-(1-methyl-6-oxo-3-pyridyl)-4-oxo-chromen-8-yl]ethyl]amino]pyridine-2-sulfonamide